BrCCC/C=C/CCCCCC(OCCC)OCCC (7E)-11-bromo-1,1-dipropyloxy-7-undecene